BrC1=CC=CN2C(=C(C=C12)C1=NOC(=N1)[C@H](C)NC(OC(C)(C)C)=O)SC(F)(F)F tert-butyl N-[(1S)-1-(3-{8-bromo-3-[(trifluoromethyl)sulfanyl]indolizin-2-yl}-1,2,4-oxadiazol-5-yl)ethyl]carbamate